5-(1-(benzylsulfonyl)-1,2,5,6-tetrahydropyridin-4-yl)-3-hydroxy-pyridine C(C1=CC=CC=C1)S(=O)(=O)N1CC=C(CC1)C=1C=C(C=NC1)O